di-iso-propyl-benzene C(C)(C)C1=C(C=CC=C1)C(C)C